ClC1=CC=C2C(=C1)NC(C21N(C(C=2N=C(N(C21)C(C)C)C=2C=NC(=CC2OC)OC(C)C)=O)C=2C(=NC=C(C2)Cl)C)=O 6-chloro-5'-(5-chloro-2-methylpyridin-3-yl)-2'-(6-isopropoxy-4-methoxypyridin-3-yl)-3'-isopropyl-3'H-spiro[dihydroindole-3,4'-pyrrolo[3,4-d]imidazole]-2,6'(5'H)-dione